3-(5-(((1S,2R)-2-(diethylamino)-4,4-dimethylcyclopentyl)oxy)-1-oxoisoindolin-2-yl)piperidine-2,6-dione C(C)N([C@H]1[C@H](CC(C1)(C)C)OC=1C=C2CN(C(C2=CC1)=O)C1C(NC(CC1)=O)=O)CC